ClCC(=O)NC1=CC=C2C=CC3=CC=CC4=CC=C1C2=C34 2-chloro-N-(pyrene-1-yl)acetamide